1-(4-methoxyphenyl)-2-methylenepentan-1-one COC1=CC=C(C=C1)C(C(CCC)=C)=O